CNS(=O)(=O)C1=C(C=CC(=C1)C(F)(F)F)C1=C2C(=C(N=N1)N[C@H]1CN(CCC1)C)C=NC=C2 n-methyl-2-(4-{[(3R)-1-methylpiperidin-3-yl]amino}pyrido[3,4-d]pyridazin-1-yl)-5-(trifluoromethyl)benzene-1-sulfonamide